(2S,2'S,2''S)-3,3',3''-((nitrilotris(methylene))tris(benzo[b]thiophene-6,2-diyl))tris(2-((R)-pyrrolidin-3-yl)propanoic acid) N(CC=1C=CC2=C(SC(=C2)C[C@H](C(=O)O)[C@@H]2CNCC2)C1)(CC=1C=CC2=C(SC(=C2)C[C@H](C(=O)O)[C@@H]2CNCC2)C1)CC=1C=CC2=C(SC(=C2)C[C@H](C(=O)O)[C@@H]2CNCC2)C1